F[C@@]12[C@@H](CNCC1)CN(C2=O)C2=CC(=C(C(=O)O)C=C2C)C 4-((3aS,7aR)-7a-fluoro-1-oxooctahydro-2H-pyrrolo[3,4-c]pyridin-2-yl)-2,5-dimethylbenzoic acid